3-((trans)-2-(trifluoromethyl)cyclopropyloxy)-1H-pyrazole FC([C@H]1[C@@H](C1)OC1=NNC=C1)(F)F